1-methyl-4-[6-phenyl-2-(pyridin-2-yl)thieno[2,3-d]pyrimidin-4-yl]piperazine CN1CCN(CC1)C=1C2=C(N=C(N1)C1=NC=CC=C1)SC(=C2)C2=CC=CC=C2